BrC1=CC(=NC=C1)NC1=NN(C=C1OC)C 4-bromo-N-(4-methoxy-1-methylpyrazol-3-yl)pyridin-2-amine